COC1=C(C=CC(=C1)C=1C=NN(C1)C)NC=1N=CC2=C(N1)C(=NC=C2)NS(=O)C(C)(C)C N-(2-((2-methoxy-4-(1-methyl-1H-pyrazol-4-yl)phenyl)amino)pyrido[3,4-d]pyrimidin-8-yl)-2-methylpropane-2-sulfinamide